COC1=CC=C2C(C(NC2=C1)=O)=O 6-methoxyindole-2,3-dione